2-(3-(2-(2-methyl-biphenyl-3-yl)ethyl)-4-(trifluoromethyl)benzylamino)propionic acid CC1=C(C=CC=C1CCC=1C=C(CNC(C(=O)O)C)C=CC1C(F)(F)F)C1=CC=CC=C1